5-bromo-7-fluoro-6-methoxy-2-methyl-indazole BrC1=CC2=CN(N=C2C(=C1OC)F)C